C(C1=CC=CC=C1)OC(=O)N1C[C@@H](CC1)O N-benzyloxycarbonyl-3-(R)-hydroxypyrrolidine